N,N,2-trimethyl-3-(5-(4-(2-oxopyrrolidin-1-yl)phenyl)pyridin-3-yl)-1H-pyrrolo[2,3-b]pyridine-5-carboxamide CN(C(=O)C=1C=C2C(=NC1)NC(=C2C=2C=NC=C(C2)C2=CC=C(C=C2)N2C(CCC2)=O)C)C